1-[3-(o-tolyl)isoxazol-5-yl]Ethan-1-ol C1(=C(C=CC=C1)C1=NOC(=C1)C(C)O)C